(3s,4s)-4-(3-((3,5-dimethylpyridin-2-yl)oxy)-2,2-dimethylpropionamido)-3-fluoropiperidine-1-carboxylic acid tert-butyl ester C(C)(C)(C)OC(=O)N1C[C@@H]([C@H](CC1)NC(C(COC1=NC=C(C=C1C)C)(C)C)=O)F